ClC=1C=C(C(=C(C(=O)NC=2SC3=C(N2)C=CC(=C3)C(F)(F)F)C1)O)CNCCOC 5-chloro-2-hydroxy-3-(((2-methoxyethyl)amino)methyl)-N-(6-(trifluoromethyl)benzo[d]thiazol-2-yl)benzamide